methyl 1-(((5-bromopentyl)oxy)methyl)cyclopropane-1-carboxylate BrCCCCCOCC1(CC1)C(=O)OC